ClC=1C(=NC=CC1)N1N=C(C=C1C1=NC2=C(C(O1)=O)C1=C(C=C2C)C=NN1)C(F)(F)F 7-[2-(3-chloro-2-pyridyl)-5-(trifluoromethyl)pyrazol-3-yl]-5-methyl-1H-pyrazolo[3,4-f][3,1]benzoxazin-9-one